Cl.C[C@H]1CN[C@H]2C3=C(CC[C@H]2C1)C=C(C=C3)C(F)(F)F Cis-(3R,4aS,10bR)-3-methyl-8-(trifluoromethyl)-1,2,3,4,4a,5,6,10b-octahydrobenzo[h]quinoline hydrochloride